1-Chloro-9,10-bis(phenylethyl)anthracene ClC1=CC=CC2=C(C3=CC=CC=C3C(=C12)CCC1=CC=CC=C1)CCC1=CC=CC=C1